CNCC1=CC=CC=C1 (S)-methylbenzylamine